2,4-dinonylphenol C(CCCCCCCC)C1=C(C=CC(=C1)CCCCCCCCC)O